F[C@@H]1C[C@@]2(CCCN2C1)COC=1N=C(C2=C(N1)C(=C(N=C2)C2=CC(=CC1=CC=C(C(=C21)F)F)O)F)C2CC1CCC(C2)N1 4-(2-{[(2R,7aS)-2-fluoro-hexahydro-1H-pyrrolizin-7a-yl]methoxy}-4-{8-azabicyclo[3.2.1]octan-3-yl}-8-fluoropyrido[4,3-d]pyrimidin-7-yl)-5,6-difluoronaphthalen-2-ol